Cl.C(C)OC(=O)N1N=C(C2=CC(=CC=C12)C1=C(C=CC(=C1)C#N)Cl)NC(=O)[C@H]1CNCCC1 5-(2-chloro-5-cyanophenyl)-3-{[(3R)-piperidin-3-ylcarbonyl]amino}-1H-indazole-1-carboxylic acid ethyl ester hydrochloride